BrC=1C=C(C=CC1)C(CCCC1(CC1)C(=O)OC(C)(C)C)C#N tert-butyl 1-(4-(3-bromophenyl)-4-cyanobutyl)cyclopropane-1-carboxylate